CP(C=1C=NN2C1C(=CC(=C2)OCC(C)(C)O)C=2C=CC(=NC2)N2CC1N(C(C2)C1)C(=O)NC1=CC=CC=C1)C 3-(5-(3-(dimethylphosphino)-6-(2-hydroxy-2-methylpropyloxy)pyrazolo[1,5-a]pyridin-4-yl)pyridin-2-yl)-N-phenyl-3,6-diazabicyclo[3.1.1]heptane-6-carboxamide